C[C@H](CC1=CC=CC=C1)[NH+](C)CC#C.[Cl-] The molecule is a hydrochloride and a terminal acetylenic compound. It has a role as an antiparkinson drug, a dopaminergic agent and an EC 1.4.3.4 (monoamine oxidase) inhibitor. It contains a (-)-selegiline(1+).